trans-2-(trifluoromethyl)cyclopropane-1-carboxylic acid ethyl ester C(C)OC(=O)[C@H]1[C@@H](C1)C(F)(F)F